bis(2-isocyanatoethyl)-2-isocyanatopentanedioate N(=C=O)CCOC(C(CCC(=O)OCCN=C=O)N=C=O)=O